COC(=O)C1=CC=C(OP(C2=CC=CC=C2)(OC2=CC=C(C=C2)C(=O)OC)=O)C=C1 bis(4-methyloxy-carbonylphenoxy)phenylphosphine oxide